tert-Butyl rac-(3R,6S,7S,8aS)-6-(4-Fluorophenyl)-2,3,7-trimethyl-1,4-dioxooctahydropyrrolo[1,2-a]pyrazine-7-carboxylate FC1=CC=C(C=C1)[C@H]1[C@](C[C@@H]2N1C([C@H](N(C2=O)C)C)=O)(C(=O)OC(C)(C)C)C |r|